2-(2-((S)-1-(2,3-Difluorobenzyl)-5-oxopyrrolidin-2-yl)acetamido)-3-methyl-N-octylbutanamide FC1=C(CN2[C@@H](CCC2=O)CC(=O)NC(C(=O)NCCCCCCCC)C(C)C)C=CC=C1F